diethylmalonic acid anhydride C(C)C1(C(=O)OC1=O)CC